fluorodioxolen FC=1OOCC1